racemic-methyl cis-3-methyl-6-picolinoyl-6-azabicyclo[3.1.1]heptane-1-carboxylate CC=1C=NC(=CC1)C(=O)C1C2(NC(CC1)C2)C(=O)OC